O1COC2=C1C=CC(=C2)C2=NN(C=1C(=N2)C(N(C(N1)=O)C)=O)C 3-(1,3-benzodioxol-5-yl)-1,6-dimethyl-pyrimido[5,4-e]-1,2,4-triazine-5,7(1H,6H)-dione